NC(CCNC(=O)C1=CC(=CN1C)NC(=O)C1=CC(=CN1)NC(C1=CN=C(C=C1)\C=C\C1=CC=C(C=C1)N(C)C)=O)=N (E)-N-(5-((5-((3-amino-3-iminopropyl)carbamoyl)-1-methyl-1H-pyrrol-3-yl)carbamoyl)-1H-pyrrol-3-yl)-6-(4-(dimethylamino)styryl)nicotinamide